5-amino-[1,1'-biphenyl]-3-formonitrile NC=1C=C(C=C(C1)C1=CC=CC=C1)C#N